N-(3,5-dichlorophenyl)-6-phenethyl-6-azaspiro[2.5]octane-1-carboxamide ClC=1C=C(C=C(C1)Cl)NC(=O)C1CC12CCN(CC2)CCC2=CC=CC=C2